FC1=CC=C2C=C(NC2=C1)C1=CN=CC2=C1OCCN2C(=O)C2CN(C2)CC2=CC(=CC=C2)F (8-(6-fluoro-1H-indol-2-yl)-2,3-dihydro-4H-pyrido[4,3-b][1,4]oxazin-4-yl)(1-(3-fluorobenzyl)-azetidin-3-yl)methanone